C(C)(C)(C)C1=NC(=CC(=C1)C)C(C)(C)C 2,6-di-tertbutyl-4-methylpyridine